(2S,3R)-1-CYCLOPROPYL-3-METHOXYHEX-5-ENE-2-SULFONAMIDE C1(CC1)C[C@@H]([C@@H](CC=C)OC)S(=O)(=O)N